C(C)OCOC1=C(C=CC(=C1)C#C)C1=C(C=C(N=N1)N[C@H]1CN(CCC1)C)C (R)-6-(2-(ethoxymethoxy)-4-ethynylphenyl)-5-methyl-N-(1-methylpiperidin-3-yl)pyridazin-3-amine